C1(CC1)C1=NNC(=C1)CC1CC2(CN(C2)C(=O)N2CC3(C2)CC(C3)N3N=C(N=C3)C3(CC3)O)C1 [6-[(3-cyclopropyl-1H-pyrazol-5-yl)methyl]-2-azaspiro[3.3]heptan-2-yl]-[6-[3-(1-hydroxycyclopropyl)-1,2,4-triazol-1-yl]-2-azaspiro[3.3]heptan-2-yl]methanone